CC=1C=C(C=CC1[N+](=O)[O-])O 3-methyl-4-nitrophenol